4-{3-azabicyclo[3.1.0]hexan-3-yl-pyridin-2-yl}-N-(1-methylindazol-7-yl)pyrazole-4-sulfonamide C12CN(CC2C1)C=1C(=NC=CC1)C1(C=NN=C1)S(=O)(=O)NC=1C=CC=C2C=NN(C12)C